cis-3-fluoro-4-(1H-1,2,4-triazol-1-yl)piperidine hydrochloride Cl.F[C@@H]1CNCC[C@@H]1N1N=CN=C1